7-chloro-6-((2,3,6-trifluoro-4-(4-methylpiperazin-1-yl)phenyl)amino)quinoline-5,8-dione ClC1=C(C(C=2C=CC=NC2C1=O)=O)NC1=C(C(=C(C=C1F)N1CCN(CC1)C)F)F